BrC1=C(C#N)C=CC(=C1)C1=C(C=CC=C1)C 2-Bromo-4-(o-tolyl)benzonitrile